FC1(C(CNCC1)CNS(=O)(=O)C)C N-((4-Fluoro-4-methylpiperidin-3-yl)methyl)methanesulfonamide